ClC1=CC=C(C=C1)[C@@H](CN(C(OC(C)(C)C)=O)C(C)C)C(=O)N1[C@H]2CN(C[C@@H]1CC2)C=2C1=C(N=CN2)NC(C1(C)C)=O tert-Butyl ((S)-2-(4-chlorophenyl)-3-((1R,5S)-3-(5,5-dimethyl-6-oxo-6,7-dihydro-5H-pyrrolo[2,3-d]pyrimidin-4-yl)-3,8-diazabicyclo[3.2.1]octan-8-yl)-3-oxopropyl)(isopropyl)carbamate